C(C(CC)([2H])[2H])(=O)C1(CCN(CC1)[2H])[2H] 4-(butyryl-2,2-d2)piperidine-1,4-d2